1,1'-(p-tolyl-imino)dipropan-2-ol C1(=CC=C(C=C1)N(CC(C)O)CC(C)O)C